COC1=NC=CC(=C1)C1=NSC(=N1)\C(\C)=N\[S@@](=O)C(C)(C)C (S,E)-N-[1-[3-(2-methoxy-4-pyridyl)-1,2,4-thiadiazol-5-yl]ethylidene]-2-methyl-propane-2-sulfinamide